tert-butyl 3-[7-(8-ethyl-3-hydroxy-1-naphthyl)-8-fluoro-2-[(1R)-1-methyl-2-oxo-ethoxy]pyrido[4,3-d]pyrimidin-4-yl]-3,8-diazabicyclo[3.2.1]octane-8-carboxylate C(C)C=1C=CC=C2C=C(C=C(C12)C1=C(C=2N=C(N=C(C2C=N1)N1CC2CCC(C1)N2C(=O)OC(C)(C)C)O[C@@H](C=O)C)F)O